N,N-bis-(3-aminopropyl)propylamine NCCCN(CCCN)CCC